2-methyl-6-(3-chloroanilino)purine CC1=NC(=C2NC=NC2=N1)NC1=CC(=CC=C1)Cl